ClC=1C=CC2=C(N=C(S2)S)C1 5-chlorobenzo[d]thiazole-2-thiol